NC=1C=2N(C3=CC(=CC=C3N1)C(=O)N(CC1=NC=C(C=C1)C(F)(F)F)CC)C=CC2 4-amino-N-ethyl-N-((5-(trifluoromethyl)pyridin-2-yl)methyl)pyrrolo[1,2-a]quinoxaline-8-carboxamide